C(C=C)(=O)OCCCCCCCCCCCCCCCCOC(C=C)=O hexadecylene glycol diacrylate